methyl (S)-2-amino-3-(8-bromoimidazo[1,2-a]pyridin-5-yl)propanoate hydrochloride Cl.N[C@H](C(=O)OC)CC1=CC=C(C=2N1C=CN2)Br